N-(3,3-difluoropiperidin-4-yl)-2-methyl-5-((4-methyloxazol-2-yl)methoxy)benzofuran-3-carboxamide FC1(CNCCC1NC(=O)C1=C(OC2=C1C=C(C=C2)OCC=2OC=C(N2)C)C)F